tert-Butyl (2S,4R)-2-((6-bromo-5-fluoropyridin-2-yl)carbamoyl)-4-fluoropyrrolidine-1-carboxylate BrC1=C(C=CC(=N1)NC(=O)[C@H]1N(C[C@@H](C1)F)C(=O)OC(C)(C)C)F